Cl.CC([C@@H](C(=O)N1[C@@H]([C@H]2C([C@H]2C1)(C)C)C(=O)O)NC(C(F)(F)F)=O)(C)C (1R,2S,5S)-3-[(2S)-3,3-dimethyl-2-[(2,2,2-trifluoroacetyl)amino]butanoyl]-6,6-dimethyl-3-azabicyclo[3.1.0]hexane-2-carboxylic acid HCl